4-((2-(2,6-dioxopiperidin-3-yl)-1,3-dioxoisoindoline-4-yl)thio)butanoic acid O=C1NC(CCC1N1C(C2=CC=CC(=C2C1=O)SCCCC(=O)O)=O)=O